COC1=C(CN2CC(C2)C(=O)O)C(=CC(=C1)C1=CN(C(C2=CN=CC=C12)=O)C)OC 1-(2,6-dimethoxy-4-(2-methyl-1-oxo-1,2-dihydro-2,7-naphthyridin-4-yl)benzyl)azetidine-3-carboxylic acid